N-((5-(1-(5-fluoro-2-oxo-1,2-dihydropyridin-3-yl)-2-methoxyethyl)benzo-[d]oxazol-2-yl)(4-fluorocyclohexyl)methyl)-1-methyl-1H-pyrazole-5-carboxamide FC=1C=C(C(NC1)=O)C(COC)C=1C=CC2=C(N=C(O2)C(NC(=O)C2=CC=NN2C)C2CCC(CC2)F)C1